C(CCCCC)C(COC(CCCCCCCNCCCCO)=O)CCCCCCCC 8-((4-hydroxybutyl)amino)octanoic acid 2-hexyldecyl ester